(R)- or (S)-2-(4-(difluoromethoxy)-2-ethyl-6-isopropylphenyl)-N-(3-fluoro-5-(2-hydroxypropan-2-yl)thiophen-2-ylsulfonimidoyl)acetamide FC(OC1=CC(=C(C(=C1)C(C)C)CC(=O)N[S@](=O)(=N)C=1SC(=CC1F)C(C)(C)O)CC)F |o1:16|